1-(imidazo[1,2-a]pyridin-6-yl)ethanone N=1C=CN2C1C=CC(=C2)C(C)=O